(Hydroxymethyl)phenol OCC1=C(C=CC=C1)O